CN(C=CCCCCCCCCCCCCC)C dimethyl-(pentadecenyl)amine